4-((3-(1-cyclopropyl-1H-1,2,4-triazol-3-yl)-5-fluoro-2-methoxyphenyl)amino)-6-((2,6-dimethylpyridin-4-yl)amino)-N-ethyl-nicotinamide C1(CC1)N1N=C(N=C1)C=1C(=C(C=C(C1)F)NC1=CC(=NC=C1C(=O)NCC)NC1=CC(=NC(=C1)C)C)OC